Androstenone-d4 C([C@@]12C(=CC[C@H]1[C@@H]1CC[C@H]3CC(=O)CC[C@]3(C)[C@H]1CC2)[2H])([2H])([2H])[2H]